ClC1=C(C=C(OCC(=O)NC23CC(C2)(C3)C(=O)N[C@@H](C)C3=CC(=CC=C3)C)C=C1)F 3-[2-(4-chloro-3-fluorophenoxy)acetamido]-N-[(1S)-1-(3-methylphenyl)ethyl]bicyclo[1.1.1]pentane-1-carboxamide